(1R,3S)-3-(1-(tert-butyl)-5-((1-(4-methoxybenzyl)-2,2-dioxido-3,4-dihydro-1H-benzo[c][1,2]thiazin-5-yl)amino)-1H-pyrazol-3-yl)cyclopentyl isopropylcarbamate C(C)(C)NC(O[C@H]1C[C@H](CC1)C1=NN(C(=C1)NC1=CC=CC=2N(S(CCC21)(=O)=O)CC2=CC=C(C=C2)OC)C(C)(C)C)=O